(3R,4S)-3-cyclopropyl-4-methyl-1-(6-(4-methyl-1H-imidazol-1-yl)pyrrolo[1,2-b]pyridazin-4-yl)-2-oxopyrrolidine-3-carbonitrile C1(CC1)[C@]1(C(N(C[C@H]1C)C=1C=2N(N=CC1)C=C(C2)N2C=NC(=C2)C)=O)C#N